FC1(CC2(C1)CC(N(CC2)CC2=C1C=CNC1=C(C=C2OC)C)C2=CC=C(C=C2)C2=NOC(N2)=O)F 3-(4-(2,2-difluoro-7-((5-methoxy-7-methyl-1H-indol-4-yl)methyl)-7-azaspiro[3.5]nonan-6-yl)phenyl)-1,2,4-oxadiazol-5(4H)-one